Azidopalmitic acid N(=[N+]=[N-])C(C(=O)O)CCCCCCCCCCCCCC